ClC1=CC=C(C=C1)\C(=C(/CC)\C1=CC=CC=C1)\C1=CC=C(OCCN2CCNCC2)C=C1 (E)-1-(2-(4-(1-(4-chlorophenyl)-2-phenylbut-1-en-1-yl)phenoxy)ethyl)piperazine